N-[(ethoxy)carbonyl]methyl-N-(tert-butyloxycarbonyl)-D-leucyl-L-prolyl-[(4-carbamimidoyl)benzyl]amide C(C)OC(=O)CN([C@H](CC(C)C)C(=O)N1[C@@H](CCC1)C(=O)[N-]CC1=CC=C(C=C1)C(N)=N)C(=O)OC(C)(C)C